C[C@@H]1CN(C[C@@H](N1)C)C1=CC(=C(C(=C1)F)F)F (3R,5S)-3,5-dimethyl-1-(3,4,5-trifluorophenyl)piperazine